1-cyclopropyl-3-(oxiran-2-ylmethyl)imidazolidin-2-one C1(CC1)N1C(N(CC1)CC1OC1)=O